2-methyl-2-(7-nitro-1,2,4,5-tetrahydro-3H-benzo[d]azepin-3-yl)-1-propanol CC(CO)(C)N1CCC2=C(CC1)C=C(C=C2)[N+](=O)[O-]